2-[4-(2-chloro-3-fluoro-phenyl)-2-oxo-chromen-7-yl]oxy-N-cyclopropyl-propionamide manganese [Mn].ClC1=C(C=CC=C1F)C1=CC(OC2=CC(=CC=C12)OC(C(=O)NC1CC1)C)=O